5-(METHYLSULPHONYL)PYRIDINE-3-BORONIC ACID CS(=O)(=O)C=1C=C(C=NC1)B(O)O